(4-chloro-8-fluoro-1-oxo-1,2-dihydroisoquinolin-6-yl)boronic acid ClC1=CNC(C2=C(C=C(C=C12)B(O)O)F)=O